C(C)C1=CC2=C(C3=CC=CC=C3C(=C2C=C1)OC(=O)C1C(C2C(=CC1C2)C)C(=O)O)OC(=O)C2C(C1C(=CC2C1)C)C(=O)O 2-ethyl-9,10-bis[2-carboxy(3,6-methano-4-methyl-4-cyclohexenyl)]carbonyloxy-anthracene